C(C=C)(=O)OCCC[SiH2]OC1=CC=CC=C1 acryloyloxypropyl-monophenoxysilane